2-(2-Bromo-thiazol-5-yl)-5-methyl-[1,3,4]oxadiazole BrC=1SC(=CN1)C=1OC(=NN1)C